ClC=1C=C(C=C2C(=C(C=NC12)C#N)NCC(C)(C)C)N[C@H](C=1N=NN(C1)C1(CC1)C)C=1C(=NC(=CC1)F)C (S)-8-chloro-6-(((6-fluoro-2-methylpyridin-3-yl)(1-(1-methylcyclopropyl)-1H-1,2,3-triazol-4-yl)methyl)amino)-4-(neopentylamino)quinoline-3-carbonitrile